ClC1=CC(=CC2=C1C=NC1=C(O2)C=C(C=C1)F)C chloro-7-fluoro-3-methyldibenzo[b,f][1,4]oxazepine